N-[4-methyl-3-(2-methyl-1-oxoisoquinolin-4-yl)phenyl]methanesulfonamide CC1=C(C=C(C=C1)NS(=O)(=O)C)C1=CN(C(C2=CC=CC=C12)=O)C